(4-bromo-2-(2,2-difluoroethyl)-3-fluorophenyl)methanamine BrC1=C(C(=C(C=C1)CN)CC(F)F)F